(S)-7-azido-1,2,3,4-tetrahydroisoquinoline-3-carboxylic acid N(=[N+]=[N-])C1=CC=C2C[C@H](NCC2=C1)C(=O)O